barium gadolinium strontium [Sr].[Gd].[Ba]